1-(2-fluoro-3-methylbenzyl)cyclobutane-1-carbonitrile FC1=C(CC2(CCC2)C#N)C=CC=C1C